1-(cyclopropanecarbonyl)-4-oxo-1,4lambda5-azaphosphinan C1(CC1)C(=O)N1CCP(CC1)=O